4-(5-amino-3-methyl-6-(tetrahydro-2H-pyran-4-yl)pyridin-2-yl)-1H-pyrazole-1-carboxylic acid tert-butyl ester C(C)(C)(C)OC(=O)N1N=CC(=C1)C1=NC(=C(C=C1C)N)C1CCOCC1